(S)-di-tert-butyl ((2-((8,9-difluoro-6-oxo-1,4,5,6-tetrahydro-2H-pyrano[3,4-c]isoquinolin-1-yl)(methyl)carbamoyl)-5,6-difluoro-1H-indol-1-yl)methyl) phosphate P(=O)(OC(C)(C)C)(OC(C)(C)C)OCN1C(=CC2=CC(=C(C=C12)F)F)C(N(C)[C@@H]1COCC=2NC(C=3C=C(C(=CC3C21)F)F)=O)=O